ERUCAMID C(CCCCCCCCCCC\C=C/CCCCCCCC)(=O)N